N-(2-(3-aminopyrrolidin-1-yl)ethyl)-6-(2,6-dichloro-3,5-dimethoxyphenyl)-2-(methylthio)pyrido[3,4-d]pyrimidine-8-amine NC1CN(CC1)CCNC1=NC(=CC2=C1N=C(N=C2)SC)C2=C(C(=CC(=C2Cl)OC)OC)Cl